ClC=1C(=C(C=CC1)NC1=NC=NC2=CC(=C(C=C12)O)OC)F 4-[(3-chloro-2-fluorophenyl)amino]-7-methoxyquinazolin-6-ol